ClC=1C=C(NC2(CCC3(C(CC4=CC(=C(C=C34)OC)OC)C[C@H](COC3=CC=NC=4CCC[C@H](C34)C)C)CC2)C(=O)O)C=CC1 4-(3-Chloroanilino)-5',6'-dimethoxy-2'-[(2R)-2-methyl-3-{[(5R)-5-methyl-5,6,7,8-tetrahydroquinolin-4-yl]oxy}propyl]-2',3'-dihydrospiro[cyclohexane-1,1'-indene]-4-carboxylic acid